2-[3-[1-(difluoromethyl)-3,5-dimethyl-pyrazol-4-yl]pyrazolo[1,5-a]pyridin-5-yl]-4-methoxy-thiazole-5-carboxylic acid FC(N1N=C(C(=C1C)C=1C=NN2C1C=C(C=C2)C=2SC(=C(N2)OC)C(=O)O)C)F